F[P-](F)(F)(F)(F)F.COC1=CC=C(C=C1)C1OC(=CC(=C1)C1=CC=C(C=C1)OC)C1=CC=C(C=C1)OC 2,4,6-tris-(4-methoxyphenyl)pyrane hexafluorophosphate salt